oleoyl-tryptophane C(CCCCCCC\C=C/CCCCCCCC)(=O)N[C@@H](CC1=CNC2=CC=CC=C12)C(=O)O